FC(C(=O)O)(C(F)(F)F)C1=CC=C(C=C1)F 2,3,3,3-tetrafluoro-2-(4-fluorophenyl)propanoic acid